4-(cyano)phenylsulfonyl chloride C(#N)C1=CC=C(C=C1)S(=O)(=O)Cl